C(#N)C=1C(=NC(=C(C(=O)NCC(CCSCC)(CC)CC)C1)C)C1=CC=C(C=C1)C(F)(F)F 5-Cyano-N-(2,2-diethyl-4-(ethylthio)butyl)-2-methyl-6-(4-(trifluoromethyl)phenyl)nicotinamide